COC1=CC(=CC2=C1NC(=N2)C2=NNC=1C[C@@]3([C@H](CC21)C3)C)N(C([C@H](C)N3CCOCC3)=O)C (S)-N-(7-methoxy-2-((4aS,5aR)-5a-methyl-1,4,4a,5,5a,6-hexahydrocyclopropa[f]indazol-3-yl)-1H-benzo[d]imidazol-5-yl)-N-methyl-2-morpholinopropanamide